F[C@@H]1C[C@@]2(CCCN2C1)COC1=NC2=C(C(=CC=C2C(=N1)N1CC(OCC1)C#N)C1=CC(=CC2=CC=C(C(=C12)C#C)F)O)F 4-(2-{[(2R,7aS)-2-fluoro-hexahydro-1H-pyrrolizin-7a-yl]methoxy}-7-(8-ethynyl-7-fluoro-3-hydroxynaphthalen-1-yl)-8-fluoroquinazolin-4-yl)morpholine-2-carbonitrile